C(C1=CC=CC=C1)(C1=CC=CC=C1)=NC=1C=C(C=C2C=C(N=CC12)NC(=O)[C@H]1[C@@H](C1)C#N)C1=C2C(=NC=C1)N(C=C2)C |r| (±)-trans-N-[8-(benzhydrylideneamino)-6-(1-methylpyrrolo[2,3-b]pyridin-4-yl)-3-isoquinolyl]-2-cyano-cyclopropanecarboxamide